2-methylethylene glycol dicarbamate C(N)(=O)OCC(C)OC(N)=O